benzyl 6-((((CIS)-4-phenylcyclohexyl)oxy)methyl)-5-(1-((2-(trimethylsilyl)ethoxy)-methyl)-1H-pyrazol-5-yl)-3,6-dihydropyridine-1(2H)-carboxylate C1(=CC=CC=C1)[C@H]1CC[C@H](CC1)OCC1C(=CCCN1C(=O)OCC1=CC=CC=C1)C1=CC=NN1COCC[Si](C)(C)C